CNC(=O)C1=C(C=C(N1)C(=O)OCC)OC(C)C1=CC=C(C=C1)C Ethyl 5-(methylcarbamoyl)-4-(1-(p-tolyl) ethoxy)-1H-pyrrole-2-carboxylate